1-(2,6-Diethylphenyl)-7-(2-fluoro-6-hydroxyphenyl)-4-((2S)-2-methyl-4-(2-propenoyl)-1-piperazinyl)pyrido[2,3-d]pyrimidin-2(1H)-one C(C)C1=C(C(=CC=C1)CC)N1C(N=C(C2=C1N=C(C=C2)C2=C(C=CC=C2O)F)N2[C@H](CN(CC2)C(C=C)=O)C)=O